3,5-difluoro-4-[3-[3-[[(methoxycarbonyl)amino]methyl]-4-methylphenyl]-1H-pyrazol-1-yl]benzoic acid methyl ester COC(C1=CC(=C(C(=C1)F)N1N=C(C=C1)C1=CC(=C(C=C1)C)CNC(=O)OC)F)=O